BrC1=C(C=CC(=C1)N(C1=CC=CC=C1)C1=CC=CC=C1)C1=CC=C(C=C1)I bromo-4'-iodo-N,N-diphenyl-[1,1'-biphenyl]-4-amine